1-(2-(3-((Methylamino)methyl)phenoxy)ethyl)-N-((tetrahydro-2H-pyran-2-yl)oxy)-1H-indole-6-carboxamide CNCC=1C=C(OCCN2C=CC3=CC=C(C=C23)C(=O)NOC2OCCCC2)C=CC1